(E)-3-(3,5-dichloro-4-(4-hydroxy-3-isopropylbenzyl)phenyl)-N-methoxy-N,2-dimethylacrylamide ClC=1C=C(C=C(C1CC1=CC(=C(C=C1)O)C(C)C)Cl)/C=C(/C(=O)N(C)OC)\C